ClC1=CC2=C(C(=N1)N[C@@H]1COCC1)N=C(N2)CC(=O)OCC ethyl (6-chloro-4-{[(3S)-tetrahydrofuran-3-yl]amino}-1H-imidazo[4,5-c]pyridin-2-yl)acetate